ClC1=CC=C(C(=N1)C(=O)OC)N[C@H](C)C=1C=C(C=C2C(N(C(=NC12)C(CO)(C)C)C)=O)C methyl (R)-6-chloro-3-((1-(2-(1-hydroxy-2-methylpropan-2-yl)-3,6-dimethyl-4-oxo-3,4-dihydroquinazolin-8-yl)ethyl)amino)picolinate